5-(4-chlorobenzyl)-8-isopropyl-2-(4-methylpyridin-2-yl)-2,5,8-triazaspiro[3.5]nonane-6,9-dione ClC1=CC=C(CN2C3(CN(C3)C3=NC=CC(=C3)C)C(N(CC2=O)C(C)C)=O)C=C1